C(C(=C)C)(=O)OCCN1C(C=2C(C1=O)=CC=CC2)=O N-(methacryloyloxyethyl)phthalimide